1,5-anhydro-2-(6-(4-cyano-2-fluorobenzyl)-4,5-dimethyl-1-oxo-1,3-dihydro-2H-isoindol-2-yl)-2,4-dideoxy-L-threo-pentitol C(#N)C1=CC(=C(CC2=C(C(=C3CN(C(C3=C2)=O)[C@H]2COCC[C@@H]2O)C)C)C=C1)F